C(C)(=O)N1CC2=C(CC1)N(N=C2N2CCC(C1=CC(=C(C=C21)F)Br)C(=O)OC)C2CCOCC2 Methyl 1-[5-acetyl-1-(oxan-4-yl)-4H,6H,7H-pyrazolo[4,3-c]pyridin-3-yl]-6-bromo-7-fluoro-3,4-dihydro-2H-quinoline-4-carboxylate